1-(2,2-difluoroethyl)-2-(3,4-dimethoxyphenyl)-5-(1'-isobutyl-[1,4'-bipiperidin]-4-yl)-1H-benzo[d]imidazole FC(CN1C(=NC2=C1C=CC(=C2)C2CCN(CC2)C2CCN(CC2)CC(C)C)C2=CC(=C(C=C2)OC)OC)F